Tert-butyl 4-[3-[1-(2,6-dioxo-3-piperidyl)-3-methyl-2-oxo-benzimidazol-5-yl]azetidin-1-yl]piperidine-1-carboxylate O=C1NC(CCC1N1C(N(C2=C1C=CC(=C2)C2CN(C2)C2CCN(CC2)C(=O)OC(C)(C)C)C)=O)=O